N-(4-(4-amino-1-(1-(6-(dimethoxymethyl)pyridin-3-yl)pyrrolidin-3-yl)-1H-pyrazolo[3,4-d]pyrimidin-3-yl)benzyl)-5-fluoro-2-methoxybenzamide NC1=C2C(=NC=N1)N(N=C2C2=CC=C(CNC(C1=C(C=CC(=C1)F)OC)=O)C=C2)C2CN(CC2)C=2C=NC(=CC2)C(OC)OC